(S)-2-((((9H-fluoren-9-yl)methoxy)carbonyl)amino)non-8-enoic acid C1=CC=CC=2C3=CC=CC=C3C(C12)COC(=O)N[C@H](C(=O)O)CCCCCC=C